methyl (2S)-3-(3-(3-acetoxycyclopent-1-ene-1-carboxamido)phenyl)-2-((tert-butoxycarbonyl)-amino)propanoate C(C)(=O)OC1C=C(CC1)C(=O)NC=1C=C(C=CC1)C[C@@H](C(=O)OC)NC(=O)OC(C)(C)C